2-amino-5-(3-amino-7-(1H-pyrazol-4-yl)isoxazolo[4,5-c]pyridin-4-yl)-N-methylbenzamide NC1=C(C(=O)NC)C=C(C=C1)C1=NC=C(C2=C1C(=NO2)N)C=2C=NNC2